N1=C(C(=CC=C1)C(=O)N1CCC(CC1)(C#N)CC1=C(C=C(C=C1)Cl)F)C1=CC=NC=C1 1-{[2,4'-bipyridine]-3-carbonyl}-4-[(4-chloro-2-fluorophenyl)methyl]piperidine-4-carbonitrile